N-(tert-butyl)-2-(3-(6-methoxy-7-methyl-4-((1-methyl-1H-pyrazol-3-yl)amino)-quinazolin-2-yl)phenoxy)acetamide trifluoroacetic acid salt FC(C(=O)O)(F)F.C(C)(C)(C)NC(COC1=CC(=CC=C1)C1=NC2=CC(=C(C=C2C(=N1)NC1=NN(C=C1)C)OC)C)=O